FC1=C(C=CC(=C1)CC)OB(O)O (2-fluoro-4-ethylphenyl)boric acid